ClC1=CC=C(C=C1)C1N(CC1)C(=O)C12CC(C1)(C2)CN2N=CC1=CC(=CC=C21)C#N 1-((3-(2-(4-chlorophenyl)-azetidine-1-carbonyl)bicyclo-[1.1.1]pentan-1-yl)methyl)-1H-indazole-5-carbonitrile